FC(C=1C=C(C=C(C1)C(F)(F)F)C(C(=O)O)(C)C)(F)F 2-[3,5-bis(trifluoromethyl)phenyl]-2-methyl-propanoic acid